(S)-5-(2,3-Difluorobenzyl)-N-(4-methyl-5-oxo-5,6,7,8-tetrahydro-4H-pyrazolo[1,5-a][1,3]diazepin-6-yl)-4H-1,2,4-triazol-3-carboxamid FC1=C(CC=2NC(=NN2)C(=O)N[C@@H]2C(N(C=3N(CC2)N=CC3)C)=O)C=CC=C1F